tert-Butyl 7-(3,5-dimethylphenyl)-7-hydroxy-2-azaspiro[3.5]nonane-2-carboxylate CC=1C=C(C=C(C1)C)C1(CCC2(CN(C2)C(=O)OC(C)(C)C)CC1)O